C(C)(C)(CC)C1=C(C(=CC(=C1)C(C)(C)CC)C(C1=C(C(=CC(=C1)C(C)(C)CC)C(C)(C)CC)O)C)OC(C=C)=O 2,4-di-tert-amyl-6-(3',5'-di-tert-amyl-2'-hydroxy-α-methylbenzyl)phenylacrylate